O=C1N(N=C(C2=CC=CC=C12)C=1C=C(C=CC1)CCNS(=O)=O)C1=CC=C(C=C1)C(F)(F)F N-(3-(4-oxo-3-(4-(trifluoromethyl)phenyl)-3,4-dihydro-phthalazin-1-yl)phenyl)ethylsulphonamide